P(=O)(OC1=C(C(=CC=C1)C(C1=C(C=C(C=C1C)C)C)=O)OCC)([O-])[O-] 2,4,6-trimethylbenzoyl-ethoxy-phenyl phosphate